ClC1=C(C=CC=C1)N1C(N=C(C2=CC=C(C=C12)C(F)(F)F)N[C@@H]1[C@@H](C1)F)=O 1-(2-chlorophenyl)-4-(((1S,2R)-2-fluorocyclopropyl)amino)-7-(trifluoro-methyl)quinazolin-2(1H)-one